4-chloro-2-methoxy-6-(2-methyl-2H-indazol-5-yl)quinoline ClC1=CC(=NC2=CC=C(C=C12)C1=CC2=CN(N=C2C=C1)C)OC